5-[4-amino-5-(trifluoromethyl)pyrrolo[2,1-f][1,2,4]triazin-7-yl]-N-[(3R,4S)-1-(2-cyclohexylacetyl)-4-fluoropyrrolidin-3-yl]-2-methoxypyridine-3-carboxamide NC1=NC=NN2C1=C(C=C2C=2C=C(C(=NC2)OC)C(=O)N[C@@H]2CN(C[C@@H]2F)C(CC2CCCCC2)=O)C(F)(F)F